1-(4-methoxyphenyl)-N-[(3-pyrrolidin-1-ylphenyl)methyl]methylamine COC1=CC=C(C=C1)CNCC1=CC(=CC=C1)N1CCCC1